CC1(C2=CC=CC=C2C=2C=CC(=CC12)NC1=CC2=C(OC3=C2C=CC=C3)C=C1)C N-(9,9-dimethyl-9H-fluoren-2-yl)dibenzo[b,d]furan-2-amine